C(C)(C)(C)OC(=O)O[C@@H]1[C@H]([C@H](N(C1)C(=O)OC(C)(C)C)CC1=CC=C(C=C1)OC)OC(C1=CC=C(C=C1)C(C(F)(F)F)=O)=O tert-butyl (2R,3S,4S)-4-[(tert-butoxycarbonyl)oxy]-2-[(4-methoxyphenyl)methyl]-3-[4-(2,2,2-trifluoroacetyl)benzoyloxy]pyrrolidine-1-carboxylate